xanthine, calcium salt [Ca].N1C(=O)NC=2N=CNC2C1=O